N1=CN=CC2=C1N=C1C(=C2)NC(CN1)=O 8,9-dihydropyrazino[2',3':5,6]pyrido[2,3-d]pyrimidin-7(6H)-one